FC1(CCC2=C1N=C(N=C2C2=CC1=C([C@H](CO1)NS(=O)(=O)C)C=C2)N2[C@H]([C@@H](C2)F)C)F N-((R)-6-(7,7-difluoro-2-((2S,3R)-3-fluoro-2-methylazetidin-1-yl)-6,7-dihydro-5H-cyclopenta[d]pyrimidin-4-yl)-2,3-dihydrobenzofuran-3-yl)methanesulfonamide